2-{[(2S,4S)-4-({2-[(2-cyano-4-fluorophenoxy)methyl]pyrimidin-4-yl}oxy)-2-methylpiperidin-1-yl]methyl}-1-{[(2S)-oxetan-2-yl]methyl}-1H-imidazo[4,5-c]pyridine-6-carboxylic acid C(#N)C1=C(OCC2=NC=CC(=N2)O[C@@H]2C[C@@H](N(CC2)CC=2N(C3=C(C=NC(=C3)C(=O)O)N2)C[C@H]2OCC2)C)C=CC(=C1)F